4-(5-methyl-3-phenylisoxazol-4-yl)benzenesulfonic acid CC1=C(C(=NO1)C1=CC=CC=C1)C1=CC=C(C=C1)S(=O)(=O)O